(1R)-N-(7-chloro-6-(4-((3S,4S)-4-methoxy-3-methyltetrahydrofuran-3-yl)piperazin-1-yl)isoquinolin-3-yl)-6-oxaspiro[2.5]octane-1-carboxamide ClC1=C(C=C2C=C(N=CC2=C1)NC(=O)[C@@H]1CC12CCOCC2)N2CCN(CC2)[C@]2(COC[C@H]2OC)C